C(C)(C)N(P(OCC(C#N)[C@@H]1[C@@H](C=C[C@H]1COC(C1=CC=CC=C1)(C1=CC=C(C=C1)OC)C1=CC=C(C=C1)OC)N1C2=NC=NC(=C2N=C1)NC(C1=CC=CC=C1)=O)[O-])C(C)C (1R,2R,5R)-2-(6-benzamido-9H-purin-9-yl)-5-((bis(4-methoxyphenyl)(phenyl)methoxy)methyl)cyclopent-3-en-1-yl(2-cyanoethyl) diisopropylphosphoramidite